N-methyl-N-phenyl-5-(piperidin-4-ylamino)quinoline-8-carboxamide hydrochloride Cl.CN(C(=O)C=1C=CC(=C2C=CC=NC12)NC1CCNCC1)C1=CC=CC=C1